CN1N=NC2=C1C=CC(=C2C)[C@@H](C(C(=O)O)(C)C)C2=CC(=C(C=C2)C)CN2C[C@H](OC1=C(C2)N=C(C=C1)O)CC (S)-3-(1,4-dimethyl-1H-benzo[d][1,2,3]triazol-5-yl)-3-(3-(((R)-2-ethyl-7-hydroxy-2,3-dihydropyrido[2,3-f][1,4]oxazepin-4(5H)-yl)methyl)-4-methylphenyl)-2,2-dimethylpropionic acid